5-di(t-butoxycarbonyl)amino-2-fluorobenzonitrile C(C)(C)(C)OC(=O)N(C=1C=CC(=C(C#N)C1)F)C(=O)OC(C)(C)C